((3R,5R)-5-(2,6-dichloropyridin-4-yl)morpholin-3-yl)methanol ClC1=NC(=CC(=C1)[C@@H]1COC[C@H](N1)CO)Cl